[F-].[F-].[F-].[Yb+3] Ytterbium Trifluorid